O=C1NC=NC=C1 oxo-3,4-dihydropyrimidin